C(C1=CC=CC=C1)[C@@H]1C(N2[C@@H]([C@@]3(N1C(N(C(N3CC=3SC=CC3)=O)CC=3SC=CC3)=O)O)CC[C@H]2C(=O)NC)=O (6R,9S,11aR,11bR)-6-Benzyl-11b-hydroxy-N-methyl-2,4,7-trioxo-1,3-bis(thiophen-2-ylmethyl)decahydro-2H-pyrrolo[2',1':3,4]pyrazino[1,2-a][1,3,5]triazine-9-carboxamide